[1-[3-(2-Amino-2-oxoethyl)phenyl]-3-tert-butyl-1H-pyrazol-5-yl]-3-(2,3-dichlorophenyl)urea NC(CC=1C=C(C=CC1)N1N=C(C=C1NC(=O)NC1=C(C(=CC=C1)Cl)Cl)C(C)(C)C)=O